17-vinyl-4,5α-epoxy-3,14-dihydroxymorphinan-6-one hydrochloride Cl.C(=C)N1[C@H]2[C@@]3(CCC([C@H]4[C@@]3(C=3C(=C(C=CC3C2)O)O4)CC1)=O)O